NC=1OC(=CC1)N 2,5-diaminofuran